(S)-3-carboxy-3-hydroxypropanoate C(=O)(O)[C@H](CC(=O)[O-])O